3-nitro-10-butylphenothiazine [N+](=O)([O-])C=1C=CC=2N(C3=CC=CC=C3SC2C1)CCCC